C(C)(=O)NCCN1C(N(C(=C(C1=O)Br)C)CC(=O)[O-])=O [3-(2-acetylamino-ethyl)-Methyl 5-bromo-2,4-dioxo-3,4-dihydro-2H-pyrimidin-1-yl]-acetate